4-ethoxy-3,5-divinylbenzene C(C)OC1=C(C=CC=C1C=C)C=C